N-(Phenyl-2,3,4,5,6-d5)benzen-2,3,4,5,6-d5-amine C1(=C(C(=C(C(=C1[2H])[2H])[2H])[2H])[2H])NC1=C(C(=C(C(=C1[2H])[2H])[2H])[2H])[2H]